NC1=C(N(S(=O)(=O)C2=C(C=C(C=C2)N2C=NC(=C2)C)C)CC(=O)O)C(=CC=C1)C 2-(2-amino-6-methyl-N-[2-methyl-4-(4-methylimidazol-1-yl)phenyl]sulfonyl-anilino)acetic acid